FC1=C(C=C(C=C1)F)C1N(CCOC1)C=1C=CCN(C1)C1=CC=C(C=C1)N1CCN(CC1)C(CO)=O 5-(3-(2,5-difluorophenyl)morpholinyl)-N-(4-(4-(2-hydroxyacetyl)piperazin-1-yl)phenyl)pyridine